ClC1=C(C2=C(C=N1)N=C(S2)N)F 6-chloro-7-fluoro-thiazolo[4,5-c]pyridin-2-amine